NCC=1C=C(C=O)C=C(C1)O 3-(AMINOMETHYL)-5-HYDROXYBENZALDEHYDE